2,2-dimethyl-6-(oxiran-2-yl)-4H-benzo[d][1,3]dioxin CC1(OCC2=C(O1)C=CC(=C2)C2OC2)C